(3R,5S)-3-Hydroxy-1-methyl-3-(3-(6-(2-(methylsulfonyl)pyrimidin-4-yl)pyridin-2-yl)isoxazol-5-yl)-5-(trifluoromethyl)pyrrolidin-2-one O[C@@]1(C(N([C@@H](C1)C(F)(F)F)C)=O)C1=CC(=NO1)C1=NC(=CC=C1)C1=NC(=NC=C1)S(=O)(=O)C